4-(4-formylbenzoyl)-N,N-dimethylpiperazine-1-carboxamide C(=O)C1=CC=C(C(=O)N2CCN(CC2)C(=O)N(C)C)C=C1